(2-((1S,3S,5S)-3-cyano-2-azabicyclo[3.1.0]hex-2-yl)-2-oxoethyl)-6-isopropoxyquinoline-4-carboxamide C(#N)[C@H]1N([C@H]2C[C@H]2C1)C(CC1=NC2=CC=C(C=C2C(=C1)C(=O)N)OC(C)C)=O